Decaprenyl-phosphoryl-β-D-ribose CC(=CCC/C(=C/CC/C(=C\CC/C(=C\CC/C(=C\CC/C(=C\CC/C(=C\CC/C(=C\CC/C(=C\CC/C(=C\COP(=O)([O-])O[C@H]1[C@@H]([C@@H]([C@H](O1)CO)O)O)/C)/C)/C)/C)/C)/C)/C)/C)/C)C